2,2,3,3-tetramethyl-N-(4-pyrrolidin-1-yl-2-pyridyl)cyclopropanecarboxamide CC1(C(C1(C)C)C(=O)NC1=NC=CC(=C1)N1CCCC1)C